3,4-diphenyl-4,5-dihydro-1H-pyrazole C1(=CC=CC=C1)C1=NNCC1C1=CC=CC=C1